5-[6-(2,4-dimethoxypyrimidin-5-yl)imidazo[1,2-b]pyridazin-8-yl]-5-azaspiro[2.4]heptan-7-ol COC1=NC=C(C(=N1)OC)C=1C=C(C=2N(N1)C=CN2)N2CC1(CC1)C(C2)O